Cl.NC\C=C(\CN1C=NC2=C1C=C(C=C2C2=CC=NN2CC)C#N)/F (Z)-1-(4-amino-2-fluorobut-2-en-1-yl)-4-(1-ethyl-1H-pyrazol-5-yl)-1H-benzo[d]imidazole-6-carbonitrile hydrochloride